FC=1C=CC=C2C=C(NC12)C(=O)N1[C@@H](CC(C1)(C)C)C(=O)N[C@H](C=O)C[C@H]1C(NCC1)=O (S)-1-(7-Fluoro-1H-indole-2-carbonyl)-4,4-dimethyl-N-((S)-1-oxo-3-((S)-2-oxopyrrolidin-3-yl)propan-2-yl)pyrrolidine-2-carboxamide